ClC1=C(C=CC=C1)[C@@H](C(=O)NC1CC(C1)(F)F)N(C(=O)[C@H]1N(S(CC1)(=O)=O)C1=NC=CC(=C1)C#N)C1=CC(=CC=C1)F (S)-N-((S)-1-(2-chlorophenyl)-2-((3,3-difluoro-cyclobutyl)amino)-2-oxo-ethyl)-2-(4-cyanopyridine-2-yl)-N-(3-fluorophenyl)-isothiazolidine-3-formamide 1,1-dioxide